COC1=NC=C(C=N1)C1=CC=C(C[N+]2=NOC(=C2)[N-]C(NC2=CC(=CC=C2)C(F)(F)F)=O)C=C1 (3-(4-(2-methoxypyrimidin-5-yl)benzyl)-1,2,3-oxadiazol-3-ium-5-yl)((3-(trifluoromethyl)phenyl)carbamoyl)amide